CC(COC(C=C)=O)(C)C1OCC2(CO1)COC(OC2)C(COC(C=C)=O)(C)C 3,9-bis[1,1-dimethyl-2-acryloyloxyethyl]-2,4,8,10-tetraoxaspiro[5.5]undecane